ClC1=NC2=C(N1CC1=CC(=C(CN3C(CCC3)=O)C=C1)I)C=CC=C2 1-(4-((2-chloro-1H-benzo[d]imidazol-1-yl)methyl)-2-iodobenzyl)pyrrolidin-2-one